N-(4-nitrophenyl)-4-phenylpiperazine-1-carbothioamide [N+](=O)([O-])C1=CC=C(C=C1)NC(=S)N1CCN(CC1)C1=CC=CC=C1